3-methyl-1-vinylimidazolium C[N+]1=CN(C=C1)C=C